dichlorotris(n-butyl)silane methyl-(3-(tert-butoxy)-1-((3,4-dichlorobenzyl)amino)-1-oxopropan-2-yl)carbamate CN(C(O)=O)C(C(=O)NCC1=CC(=C(C=C1)Cl)Cl)COC(C)(C)C.ClC(CCC[SiH](CCCC)CCCC)Cl